E-2,3',4,5'-tetrahydroxystilbene OC1=C(C=CC(=C1)O)\C=C\C1=CC(=CC(=C1)O)O